FC1=C(C=CC=C1)C1=CC=C(C=C1)CCCNC(C1=CN=CC(=C1)C)=O N-(3-(2'-fluoro-[1,1'-biphenyl]-4-yl)propyl)-5-methylnicotinamide